ClC1=CC2=C(CCC3=C(N2)N=CN=C3)C=C1 9-chloro-6,11-dihydro-5H-pyrimido[4,5-b][1]benzazepine